FC(C=1C=C(C=CC1C(F)(F)F)C=1N=NN(C1)CCCCCCCCCCCCCC(=O)O)(F)F 14-(4-(3,4-bis(trifluoromethyl)phenyl)-1H-1,2,3-triazol-1-yl)tetradecanoic acid